C1(CC1)N1C[C@H](N(C[C@@H]1C)C1CCN(CC1)C1=C(C=C(C(=C1)OC)NC1=NC=NC(=C1)N1OCC[C@@H]1C1=C(C=CC(=C1)F)F)NC(C=C)=O)C N-(2-(4-((2R,5S)-4-cyclopropyl-2,5-dimethylpiperazine-1-yl)piperidine-1-yl)-5-((6-((R)-3-(2,5-difluorophenyl)isoxazolidine-2-yl)pyrimidine-4-yl)amino)-4-methoxyphenyl)acrylamide